N[C@H]1C2N(CC1CC2)C(=O)C2=CC1=C(N(C(=N1)C1=CC=3C(=NC(=CC3)C=3C=C(C(=NC3)F)O)N1CC1CC1)C)C(=C2)OC 5-(2-{5-[(7R)-7-amino-2-azabicyclo[2.2.1]heptane-2-carbonyl]-7-methoxy-1-methyl-1H-1,3-benzodiazol-2-yl}-1-(cyclopropylmethyl)-1H-pyrrolo[2,3-b]pyridin-6-yl)-2-fluoropyridin-3-ol